(3R,4S)-4-amino-1-(5-(6-ethoxy-1H-pyrazolo[3',4':3,4]pyrazolo[1,5-a]pyridin-4-yl)pyridin-2-yl)-3-hydroxypiperidine hydrochloride Cl.N[C@@H]1[C@@H](CN(CC1)C1=NC=C(C=C1)C=1C=2N(C=C(C1)OCC)N=C1C2C=NN1)O